(3R)-3-(1-oxo-5-piperazin-1-yl-isoindolin-2-yl)piperidine-2,6-dione O=C1N(CC2=CC(=CC=C12)N1CCNCC1)[C@H]1C(NC(CC1)=O)=O